BrC1=NN(C(=C1CC(F)(F)F)I)COCC[Si](C)(C)C 3-bromo-5-iodo-4-(2,2,2-trifluoroethyl)-1-((2-(trimethylsilyl)ethoxy)methyl)-1H-pyrazole